COC1=CC=C(C=C1)C1=CC=CC=2SC3=CC=CC=C3NC12 (4-methoxyphenyl)-10h-phenothiazine